N1CCC2C1CNCC2 2,3,3a,4,5,6,7,7a-octahydropyrrolo[2,3-c]pyridin